C(C)(C)(C)OC(=O)N(C(OC(C)(C)C)=O)C1=NC(=C(C(=N1)Cl)C)Cl tert-butyl N-tert-butoxycarbonyl-N-(4,6-dichloro-5-methyl-pyrimidin-2-yl)carbamate